CC=1C(=C(C(=O)O)C=CC1Br)CC=1C(=CC=CC1)OC.S1C2=C(C(=C1)[As]=O)C=CC=C2 benzo[b]thiophen-3-yl-(oxo)arsine methyl-p-bromo-o-anisylbenzoate